FC(C1=CC=C(C=C1)C1=NN(C=2C1=NC=CC2)C2CN(C2)C(=O)\C(\C#N)=C\C)(F)F (E)-2-(3-(3-(4-(trifluoromethyl)phenyl)-1H-pyrazolo[4,3-b]pyridin-1-yl)azetidine-1-carbonyl)but-2-enenitrile